5-methyl-7-[3-(4-methyl-1H-pyrazol-1-yl)azetidin-1-yl]-4-oxo-1-(1,3-thiazol-2-yl)-1,4-dihydro-1,8-naphthyridine-3-carboxylic acid CC1=C2C(C(=CN(C2=NC(=C1)N1CC(C1)N1N=CC(=C1)C)C=1SC=CN1)C(=O)O)=O